1,6-diisocyanato-3-methoxyhexane N(=C=O)CCC(CCCN=C=O)OC